NC1=NC(=NC=2N1N=C(N2)C=2OC=CC2)N2[C@@H](CCC2)C(=O)N2CCN(CCC2)C2=NC=CC=N2 (S)-(1-(7-amino-2-(furan-2-yl)-[1,2,4]triazolo[1,5-a][1,3,5]triazin-5-yl)pyrrolidin-2-yl)(4-(pyrimidin-2-yl)-1,4-diazepan-1-yl)methanone